chloro-2-cyano-5-(dimethylcarbamoyl)benzene-1-sulfonyl chloride ClC=1C(=C(C=C(C1)C(N(C)C)=O)S(=O)(=O)Cl)C#N